C(C)(C)(C)OP(OC(C)(C)C)(=O)C=1C(=CC=CC1O)C di-t-butyl-m-cresol-phosphonate